N12CCCCCC2=NCCC1 1,8-diazabicyclo-(5.4.0)undec-7-ene